((2,4-dioxo-1,3-diazaspiro[4.4]nonane-6-yl)methyl)-5-(4-fluorophenyl)pyridine-2-sulfonamide O=C1NC2(C(N1)=O)C(CCC2)CC=2C(=NC=C(C2)C2=CC=C(C=C2)F)S(=O)(=O)N